C1(CC1)C1=NC=NC(=C1C=1N=C(C2=C(N1)C=NN2C)OCC2=CC(=C(C=C2)C=2N(C=C(N2)C(F)(F)F)C)F)OC 5-(4-cyclopropyl-6-methoxypyrimidin-5-yl)-7-((3-fluoro-4-(1-methyl-4-(trifluoromethyl)-1H-imidazol-2-yl)benzyl)oxy)-1-methyl-1H-pyrazolo[4,3-d]pyrimidine